5-chloro-2-(naphthalen-1-yl)-1H-benzimidazole ClC1=CC2=C(NC(=N2)C2=CC=CC3=CC=CC=C23)C=C1